3-(4-fluorophenyl)propanoic acid FC1=CC=C(C=C1)CCC(=O)O